PYRAZIN-2-CARBOXAMIDE N1=C(C=NC=C1)C(=O)N